4-fluoro-1-(4-hydroxy-2-methylbutan-2-yl)-N,N-bis(4-methoxybenzyl)-1H-pyrazole-3-sulfonamide FC=1C(=NN(C1)C(C)(CCO)C)S(=O)(=O)N(CC1=CC=C(C=C1)OC)CC1=CC=C(C=C1)OC